2-ethylhexyl hydrogen-2-ethylhexylphosphonate CCCCC(CC)COP(=O)(CC(CC)CCCC)O